C(C)(C)(C)OC(=O)N1CC(C1)C12CC(C1)(C2)S(=O)[O-] 3-(1-tert-butoxycarbonylazetidin-3-yl)bicyclo[1.1.1]pentane-1-sulfinate